ClC=1C=C(C=C2C=NNC12)NC1=NC=CC(=C1N)C N2-(7-Chloro-1H-indazol-5-yl)-4-methylpyridine-2,3-diamine